ClC1=C(C(=O)NC2=CC(=C(C=C2)Cl)C2=NC=CC=C2)C=CC(=C1)C(=O)N[C@H]1[C@H](CC2=CC=CC=C12)O 2-chloro-N1-(4-chloro-3-(pyridin-2-yl)phenyl)-N4-((1R,2S)-2-hydroxy-2,3-dihydro-1H-inden-1-yl)terephthalamide